C(C)(C)(C)OC(=O)NC1=CC(=C(C=N1)C=1CCN(CC1)C(=O)OC(C)(C)C)OCC tert-butyl 6-{[(tert-butoxy) carbonyl] amino}-4-ethoxy-1',2',3',6'-tetrahydro-[3,4'-bipyridine]-1'-carboxylate